O1COC2=C1C=CC(=C2)C(C)NC(C=CC2=CC(=CC=C2)OC)=O N-(1-Benzo[1,3]dioxol-5-yl-ethyl)-3-(3-methoxy-phenyl)-acrylamide